(4R)-1-[4-({8-[(2R,3S)-3-[(ethanesulfonyl)methyl]-2-methylazetidin-1-yl]-5-(propan-2-yl)-2,7-naphthyridin-3-yl}amino)pyrimidin-2-yl]-3,3-difluoro-4-methyl-piperidin-4-ol C(C)S(=O)(=O)C[C@@H]1[C@H](N(C1)C=1N=CC(=C2C=C(N=CC12)NC1=NC(=NC=C1)N1CC([C@@](CC1)(O)C)(F)F)C(C)C)C